8-[[1-(3,3,3-trifluoro-2-hydroxy-propyl)-4-piperidinyl]oxy]-2,3-dihydro-1,4-benzoxazepin-5-one FC(C(CN1CCC(CC1)OC1=CC2=C(C(NCCO2)=O)C=C1)O)(F)F